3-(2,4-dinitrophenyl)-5-(2,4-disulfophenyl)-2H-tetrazolium monosodium salt [Na+].[N+](=O)([O-])C1=C(C=CC(=C1)[N+](=O)[O-])N1N[NH2+]C(=N1)C1=C(C=C(C=C1)S(=O)(=O)O)S(=O)(=O)O